NC1=NN2C(C=C(C=C2)C=2C=CC(=C(C2)N2OCC[C@H]2C2=CC=CC=C2)F)=N1 (S)-N-(5-(2-amino-[1,2,4]triazolo[1,5-a]pyridin-7-yl)-2-fluorophenyl)-3-phenylisoxazolidine